3-(p-tolyl)cyclobutan-1-ol C1(=CC=C(C=C1)C1CC(C1)O)C